NC1=C(NC[C@@H]2N([C@@H]3C[C@@H]3C2)C(=O)OC(C)(C)C)C=C(C=C1)C(=O)OC Tert-Butyl (1R,3R,5R)-3-[(2-amino-5-methoxycarbonyl-anilino)methyl]-2-azabicyclo[3.1.0]hexane-2-carboxylate